9,9-bis[3,4-bis(2-acryloyloxyethoxy)phenyl]fluorene C(C=C)(=O)OCCOC=1C=C(C=CC1OCCOC(C=C)=O)C1(C2=CC=CC=C2C=2C=CC=CC12)C1=CC(=C(C=C1)OCCOC(C=C)=O)OCCOC(C=C)=O